Cl.FC1(CC(C1)N)C trans-3-fluoro-3-methyl-cyclobutanamine hydrochloride